1-Methyl-6-(2-(4-(trifluoromethyl)phenoxy)pyridin-3-yl)-1H-benzo[d]imidazole CN1C=NC2=C1C=C(C=C2)C=2C(=NC=CC2)OC2=CC=C(C=C2)C(F)(F)F